C(C)(C)NC(C(COC1=C2CCCC2=C(C=C1)C)O)C 3-isopropylamino-1-(7-methylindan-4-yloxy)-2-butanol